C(C=C)(=O)N1C[C@@H]([C@H](C1)OC)COC=1C2=C(N=C(N1)NC=1C=NN(C1)CCCCCNC(OC(C)(C)C)=O)NC=C2Cl tert-butyl (5-(4-((4-(((3R,4R)-1-acryloyl-4-methoxypyrrolidin-3-yl)methoxy)-5-chloro-7H-pyrrolo[2,3-d]pyrimidin-2-yl)amino)-1H-pyrazol-1-yl)pentyl)carbamate